8-(3-(4-chloro-1H-pyrrol-2-yl)-1,2,4-oxadiazol-5-yl)-3-fluoro-8,9,10,10a,11,12-hexahydrodipyrido[1,2-a:3',4'-e]azepin-5(7H)-one ClC=1C=C(NC1)C1=NOC(=N1)C1CCC2N(C(C3=C(CC2)C=NC(=C3)F)=O)C1